(R)-3-[4-(trifluoromethyl)phenylamino]-pentanoic acid amide FC(C1=CC=C(C=C1)N[C@@H](CC(=O)N)CC)(F)F